2,6-cyclohexanediformic acid amide C1C(CCCC1C(=O)O)C(=O)N